O=CCC1CCN(CC1)C(=O)OC(C)(C)C tert-butyl [4-(2-oxoethyl) piperidin-1-yl]formate